OC(=O)C(F)(F)F.CS(=O)(=O)C[C@@H]1C[C@H](CN1)C=1N=C(OC1C1=CC(=CC=C1)C(F)(F)F)C(=O)N ((3R,5S)-5-((methylsulfonyl)methyl)-pyrrolidin-3-yl)-5-(3-(trifluoromethyl)phenyl)oxazole-2-carboxamide TFA salt